6-bromo-4-[[(1R)-1-[3-(difluoromethyl)-2-fluoro-phenyl]ethyl]amino]-8-methyl-pyrido[2,3-d]pyrimidin-7-one BrC1=CC2=C(N=CN=C2N[C@H](C)C2=C(C(=CC=C2)C(F)F)F)N(C1=O)C